2-Methyl-4,6-octadiyn-3-one CC(C)C(C#CC#CC)=O